Bis((2-bromo-4-fluorophenoxy)methyl)diisopropylsilane BrC1=C(OC[Si](C(C)C)(C(C)C)COC2=C(C=C(C=C2)F)Br)C=CC(=C1)F